COC1=CC=C(CNC(=O)NC2CC3(CN(C3)C(CC3=C(C=CC=C3)C(F)(F)F)=O)C2)C=C1 1-(4-methoxybenzyl)-3-(2-(2-(2-(trifluoromethyl)phenyl)acetyl)-2-azaspiro[3.3]hept-6-yl)urea